OC1=CC=C(C=C1)C(C)(CCC1=CC=C(C=C1)O)C 2,4-bis(4-hydroxyphenyl)-2-methyl-butane